[O-]P([O-])(=O)OP(=O)([O-])OP(=O)([O-])[O-].[K+].[K+].[K+].[K+].[K+] pentakalium triphosphate